3-bromo-4-methoxy-5,5-dimethylfuran-2(5H)-one BrC=1C(OC(C1OC)(C)C)=O